OC1CC(C1)(C1=NN=CN1C)C=1C=C(C=CC1)N1CC2=C(C=C(C=C2C1=O)CN(C(OC(C)(C)C)=O)C1(CCC1)C)C(F)(F)F tert-butyl ((2-(3-(3-hydroxy-1-(4-methyl-4H-1,2,4-triazol-3-yl)cyclobutyl)phenyl)-3-oxo-7-(trifluoromethyl)isoindolin-5-yl)methyl)(1-methylcyclobutyl)carbamate